ClC1=C2C(=NC=C1C=1C=C(C=CC1)N1C(CN(CC1)CCCN1CCC(CC1)C1=CC=3N(C=C1)C(=CN3)N3C(NC(CC3)=O)=O)=O)NC=C2C2CC2 1-(7-(1-(3-(4-(3-(4-chloro-3-cyclopropyl-1H-pyrrolo[2,3-b]pyridin-5-yl)phenyl)-3-oxopiperazin-1-yl)propyl)piperidin-4-yl)imidazo[1,2-a]pyridin-3-yl)dihydropyrimidine-2,4(1H,3H)-dione